C(C)(=O)N(CCCCCNC(=O)CCC(=O)N(CCCCCNC(CCC(=O)N(O)CCCCCN)=O)O)O N-[5-((3-[5-(Acetyl-hydroxy-amino)-pentylcarbamoyl]-propionyl)-hydroxy-amino)-pentyl]-N'-(5-amino-pentyl)-N'-hydroxy-succinamide